CCCCCCCCCC/C=C\CCCCCCCCCC(=O)OC[C@H](COP(=O)(O)OC[C@H](CO)O)OC(=O)CCCCC/C=C\C/C=C\C/C=C\C/C=C\CCCCC 1-(11Z-docosenoyl)-2-(7Z,10Z,13Z,16Z-docosatetraenoyl)-glycero-3-phospho-(1'-sn-glycerol)